[Gd+3].OC[C@H]([C@@H](CO)O)N1CCN(CCN(CCN(CC1)CC(=O)[O-])CC(=O)[O-])CC(=O)[O-] 2,2',2''-(10-((2R,3S)-1,3,4-trihydroxybutan-2-yl)-1,4,7,10-tetraazacyclododec-ane-1,4,7-triyl)triacetic acid, gadolinium salt